(S)-Methyl 1-tritylaziridine-2-carboxylate C(C1=CC=CC=C1)(C1=CC=CC=C1)(C1=CC=CC=C1)[N@@]1C(C1)C(=O)OC